[N+](=O)([O-])C1=C(N2C(N=N1)=C(C=N2)C2=NN=NN2)N 3-nitro-8-(1H-tetrazol-5-yl)pyrazolo[5,1-c][1,2,4]triazin-4-amine